CC(=O)N[C@@H]1[C@H]([C@@H]([C@H](O[C@H]1O[C@H]2[C@@H]([C@H](OC([C@H]2O[C@H]3[C@@H]([C@H]([C@@H]([C@H](O3)CO)O)O)NC(=O)C)O)CO)O)CO)O)O The molecule is an amino trisaccharide that is D-mannopyranose in which the hydroxy groups at positions 2 and 3 have each been converted into the corresponding 2-acetamido-2-deoxy-beta-D-glucopyranosyl derivatives. It is an amino trisaccharide and a member of acetamides. It derives from a beta-D-GlcpNAc-(1->3)-D-Manp, a N-acetyl-beta-D-glucosamine and a D-mannopyranose.